7-Bromo-3,3,10,10-tetramethyl-9-phenyl-2,3,4a,10-tetrahydro-1H-indeno[1,2-c]pyrazolo[1,2-a]pyrazol-1-one BrC1=CC=2C(=C3C(N4N(C3(C)C)C(CC4(C)C)=O)C2C=C1)C1=CC=CC=C1